C(C=C)N(C=1C=C(C=CC1)NC1=NC=C(C(=N1)C=1C=C(C=CC1C)NC(OCC=CC(C)(C)C)=O)Cl)C(=O)OC(C)(C)C tert-butylallyl (3-(2-((3-(allyl(tert-butoxycarbonyl)amino)phenyl)amino)-5-chloropyrimidin-4-yl)-4-methylphenyl)carbamate